1-(2-(5-bromo-1H-imidazol-2-yl)piperidin-1-yl)-2-(methylsulfanyl)propan-1-one BrC1=CN=C(N1)C1N(CCCC1)C(C(C)SC)=O